1-(benzo[d]isoxazol-3-yl)ethane-1-sulfonamide O1N=C(C2=C1C=CC=C2)C(C)S(=O)(=O)N